(S)-1-[(S)-1-({4-[2-(4-Ethyl-1-piperidyl)ethyl]-1-piperidyl}carbonyl)-3-methylbutyl]-3-isobutyl-2-piperazinone C(C)C1CCN(CC1)CCC1CCN(CC1)C(=O)[C@H](CC(C)C)N1C([C@@H](NCC1)CC(C)C)=O